O[C@H](C)C1=NC=2C(=C3C(=NC2)C=CS3)N1C1CCC(CC1)NC(OC(C)(C)C)=O tert-Butyl (4-[2-[(1R)-1-hydroxyethyl]-1H-imidazo[4,5-d]thieno[3,2-b]pyridin-1-yl]cyclohexyl)carbamate